((2-chloro-5-fluorophenoxy)methyl)-5-(1H-tetrazol-5-yl)pyridine ClC1=C(OCC2=NC=C(C=C2)C2=NN=NN2)C=C(C=C1)F